BrC=1C=C(C(=C(C1)N\N=C\C1CCN(CC1)C(=O)OC(C)(C)C)[N+](=O)[O-])F tert-Butyl (E)-4-((2-(5-bromo-3-fluoro-2-nitrophenyl)hydrazono) methyl)piperidine-1-carboxylate